ClC1=C(C(=NN1C)C1=NOC(=C1)C)CN1C(CC2(CC1)CCN(CC2)CCC(C)(C)C)=O 3-((5-Chloro-1-methyl-3-(5-methylisoxazol-3-yl)-1H-pyrazol-4-yl)methyl)-9-(3,3-dimethylbutyl)-3,9-diazaspiro[5.5]undecan-2-one